6-fluoro-7-[3-(hydroxyimino)azetidin-1-yl]-4-oxo-1-(1,3-thiazol-2-yl)-1,4-dihydro-1,8-naphthyridine-3-carboxylic acid FC=1C=C2C(C(=CN(C2=NC1N1CC(C1)=NO)C=1SC=CN1)C(=O)O)=O